α-(N-tert-Butoxycarbonyl-6-amino-1-hexyl)-α-methyl-3-indoleacetic Acid C(C)(C)(C)OC(=O)NCCCCCCC(C(=O)O)(C1=CNC2=CC=CC=C12)C